NCCOC1=CC=C2C(=N1)CN(C2)C2=C(C(NN=C2)=O)C(F)(F)F 5-(2-(2-Aminoethoxy)-5,7-dihydro-6H-pyrrolo[3,4-b]pyridin-6-yl)-4-(trifluoromethyl)pyridazin-3(2H)-one